C1(CC1)C1=CNC2=NC=CC(=C21)OC2=CC(=C(C=C2)NC(=O)NC2=CC(=C(C=C2)CN2CCN(CC2)C)C(F)(F)F)F 1-(4-((3-cyclopropyl-1H-pyrrolo[2,3-b]pyridin-4-yl)oxy)-2-fluorophenyl)-3-(4-((4-methylpiperazin-1-yl)methyl)-3-(trifluoromethyl)phenyl)urea